N1CCC(CC1)N1N=CC=2C(=NC=CC21)N2C(NC(CC2)=O)=O 1-(1-(Piperidin-4-yl)-1H-pyrazolo[4,3-c]pyridin-4-yl)dihydropyrimidine-2,4(1H,3H)-dione